N-(1-(4-(2-(2-Aminopyridin-3-yl)-5-phenyl-3H-imidazo[4,5-b]pyridin-3-yl)benzyl)piperidin-4-yl)-6-cyanonicotinamide NC1=NC=CC=C1C1=NC=2C(=NC(=CC2)C2=CC=CC=C2)N1C1=CC=C(CN2CCC(CC2)NC(C2=CN=C(C=C2)C#N)=O)C=C1